5-bromo-1-cyclopropyl-1H-pyrazole-4-carbonitrile BrC1=C(C=NN1C1CC1)C#N